NC1=NC=CC2=C1N(C(N2C(C(F)(F)F)C)=O)C2=CC=C(C=C2)OC2=CC=CC=C2 4-amino-3-(4-phenoxyphenyl)-1-(1,1,1-trifluoropropan-2-yl)-1,3-dihydro-2H-imidazo[4,5-c]pyridin-2-one